CC1=C(C(N(C=C1)C1=NC=C(C(=C1)C1=CC(=NC=C1OC)C(F)F)C(=O)OC[C@H]1CN(CC(O1)CC)CC1=CC=CC=C1)=O)F ((R)-4-benzyl-6-ethylmorpholin-2-yl)methanol methyl-2''-(difluoromethyl)-3-fluoro-5''-methoxy-2-oxo-2H-[1,2':4',4''-terpyridine]-5'-carboxylate